2-(4-Chlorophenyl)-3-(6-methoxypyridin-3-yl)imidazo[1,2-a]pyridine ClC1=CC=C(C=C1)C=1N=C2N(C=CC=C2)C1C=1C=NC(=CC1)OC